m-hydroxycoumaric acid OC=1C=C(/C=C/C(=O)O)C=CC1O